tert-butyl (1-(benzothiophen-6-yl)propan-2-yl)(methyl)carbamate S1C=CC2=C1C=C(C=C2)CC(C)N(C(OC(C)(C)C)=O)C